C1(CC1)C1=C(C=C(C(=O)N[C@H](C(=O)NC)C(C)(C)C)C=C1)OCC(F)(F)F 4-cyclopropyl-N-[(2S)-3,3-dimethyl-1-(methylamino)-1-oxobutan-2-yl]-3-(2,2,2-trifluoroethoxy)benzamide